[5-(4-bromophenyl)pyrrolidin-3-yl] acetate C(C)(=O)OC1CNC(C1)C1=CC=C(C=C1)Br